(2R)-2-({7-[2-chloro-4-(trifluoromethyl)phenoxy]-2-naphthyl}oxy)propanoic acid methyl ester COC([C@@H](C)OC1=CC2=CC(=CC=C2C=C1)OC1=C(C=C(C=C1)C(F)(F)F)Cl)=O